C(C)(C)C1=C(C#N)C=CC(=C1)OC1=NC=C(C=C1)N1C(NC=2C=NC=CC21)=O isopropyl-4-[[5-(2-oxo-3H-imidazo[4,5-c]pyridin-1-yl)-2-pyridyl]oxy]benzonitrile